BrC1=CC=CC2=C1N=C(S2)NC(C2=C(C=CC=C2F)F)=O N-(4-bromobenzo[d]thiazol-2-yl)-2,6-difluorobenzamide